(2S,2S)-2,2'-((((((2,2'-dimethyl-[1,1'-biphenyl]-3,3'-diyl)bis(azanediyl))bis(carbonyl))bis(4-cyclopropylpyridine-6,3-diyl))bis(methylene))bis(azanediyl))dipropionic acid CC1=C(C=CC=C1NC(=O)C1=CC(=C(C=N1)CNC(C(=O)O)C)C1CC1)C1=C(C(=CC=C1)NC(=O)C1=CC(=C(C=N1)CN[C@H](C(=O)O)C)C1CC1)C